1-(4-((2-amino-5-chloropyridin-3-yl)oxy)phenyl)-3-(4-chloro-3-(trifluoromethyl)phenyl)urea NC1=NC=C(C=C1OC1=CC=C(C=C1)NC(=O)NC1=CC(=C(C=C1)Cl)C(F)(F)F)Cl